inosinic acid [C@@H]1([C@H](O)[C@H](O)[C@@H](COP(=O)(O)O)O1)N1C=NC=2C(O)=NC=NC12